(2R)-2-(1-fluorocyclopropyl)-2-(oxolan-3-ylamino)ethanol FC1(CC1)[C@@H](CO)NC1COCC1